7-(5-methyl-1,2,4-oxadiazol-3-yl)isoquinolin CC1=NC(=NO1)C1=CC=C2C=CN=CC2=C1